C(#N)[C@H](CO)C1=CC=CC=C1 (R)-beta-cyanophenethyl alcohol